N-[3-chloro-4-[4-[(3S)-pyrrolidine-3-carbonyl]piperazine-1-carbonyl]phenyl]-5-(2,3-difluoro-4-methoxy-phenyl)-1-methyl-imidazole-2-carboxamide formate C(=O)O.ClC=1C=C(C=CC1C(=O)N1CCN(CC1)C(=O)[C@@H]1CNCC1)NC(=O)C=1N(C(=CN1)C1=C(C(=C(C=C1)OC)F)F)C